5-bromo-2-(4-fluoro-2-methoxy-phenoxy)-N-(3-methylsulfonylphenyl)pyridine-3-carboxamide BrC=1C=C(C(=NC1)OC1=C(C=C(C=C1)F)OC)C(=O)NC1=CC(=CC=C1)S(=O)(=O)C